P([O-])([O-])=S phosphonthioate